CN(CCCC=1SC2=C(N1)C=C(C=C2)[C@@H]2N(C[C@H](CC2)C)C(C(=O)NC=2C1=C(C=NC2)C=NN1)=O)C 2-((2R,5S)-2-(2-(3-(dimethylamino)propyl)benzo[d]thiazol-5-yl)-5-methylpiperidin-1-yl)-2-oxo-N-(1H-pyrazolo[4,3-c]pyridin-7-yl)acetamide